S(=O)(=O)(C1=CC=C(C)C=C1)N1C=CC2=CC=CC=C12 tosyl-1H-indol